N-(4-((6,7-dimethoxyquinolin-4-yl)oxy)-3-fluorophenyl)-1-(4-fluorophenyl)-5-methyl-6-((methylamino)methyl)-2-oxo-1,2-dihydropyridine-3-carboxamide COC=1C=C2C(=CC=NC2=CC1OC)OC1=C(C=C(C=C1)NC(=O)C=1C(N(C(=C(C1)C)CNC)C1=CC=C(C=C1)F)=O)F